1-(1-(2-(4-Chloroquinolin-6-yl)acetyl)piperidin-4-yl)-7-(trifluoromethyl)-1,3-dihydro-2H-Benzo[d]imidazol-2-one ClC1=CC=NC2=CC=C(C=C12)CC(=O)N1CCC(CC1)N1C(NC2=C1C(=CC=C2)C(F)(F)F)=O